ClC1=C(C=C(C=C1)F)C1NC(C2=C3C(=CC(=C12)NC(C1=CC(=CC(=C1)C(F)(F)F)F)=O)SC(=N3)C)=O N-(6-(2-chloro-5-fluorophenyl)-2-methyl-8-oxo-7,8-dihydro-6H-thiazolo[4,5-e]isoindol-5-yl)-3-fluoro-5-(trifluoromethyl)benzamide